C(C)OC(=O)C1=C(SC(=C1C)C1=NSC=N1)NC(=O)NC(C(=O)OC(C)(C)C)(C)C 2-(3-(1-(tert-butoxy)-2-methyl-1-oxopropan-2-yl)ureido)-4-methyl-5-(1,2,4-thiadiazol-3-yl)thiophene-3-carboxylic acid ethyl ester